2-(4-(2-methylpyridin-4-yl)phenyl)-N-(4-(pyridin-3-yl)phenyl)acetamide CC1=NC=CC(=C1)C2=CC=C(C=C2)CC(=O)NC3=CC=C(C=C3)C4=CN=CC=C4